2-(2-hydroxy-3-(2-phenylpropan-2-yl)-5-(2,4,4-trimethylpentan-2-yl)phenyl)-6-propyl-[1,2,3]triazolo[4,5-f]isoindole-5,7(2H,6H)-dione OC1=C(C=C(C=C1C(C)(C)C1=CC=CC=C1)C(C)(CC(C)(C)C)C)N1N=C2C(C=C3C(N(C(C3=C2)=O)CCC)=O)=N1